Tert-butyl (2'S,4R)-2'-methyl-2-(trifluoromethyl)spiro[6,7-dihydrothieno[3,2-c]pyran-4,4'-piperidine]-1'-carboxylate C[C@@H]1N(CC[C@]2(C1)OCCC1=C2C=C(S1)C(F)(F)F)C(=O)OC(C)(C)C